C([C@@H]1[C@H]([C@@H]([C@H]([C@@H](O1)O)O)O)O)O[C@@H]2[C@H]([C@H]([C@@H]([C@H](O2)[C@@H](CO)O)O)O)O The molecule is a glycosylglucose where the glycosyl component is D-glycero-alpha-D-manno-heptopyranose attached via an alpha-(1->6)-linkage; the epitope of the lipooligosaccharide isolated from Haemophilus ducreyi strain ITM 2665. It has a role as an epitope.